O[C@H]1C[C@H](CC1)N1C=NC2=C(C1=O)C=C(N=C2C=2C=NN(C2)C)C2=CC=C(C=C2)C(F)(F)F 3-((1S,3R)-3-hydroxycyclopentyl)-8-(1-methyl-1H-pyrazol-4-yl)-6-(4-(trifluoromethyl)phenyl)pyrido[3,4-d]pyrimidin-4(3H)-one